N1C=NC2=C1C=CC(=C2)C=O 1H-BENZIMIDAZOLE-5-CARBALDEHYDE